4,5-Dichloro-1,2-diaminobenzene ClC1=CC(=C(C=C1Cl)N)N